2-Pyridinthiol-1-oxid [N+]=1(C(=CC=CC1)S)[O-]